FC1=C(C=C2CCCN(C2=C1)C(=O)C=1C=CC=2N(C1)C(=CN2)C=2C=CC(=NC2)NC(OC)=O)OC methyl N-[5-[6-(7-fluoro-6-methoxy-3,4-dihydro-2H-quinoline-1-carbonyl)imidazo[1,2-a]pyridin-3-yl]-2-pyridyl]carbamate